3-benzyloxy-N-(4-chloropyridin-2-yl)thiophene-2-carboxamide C(C1=CC=CC=C1)OC1=C(SC=C1)C(=O)NC1=NC=CC(=C1)Cl